tert-Butyl N-(1-{2-[(3R)-3-(4-{2-[(2,2-difluoroethyl)(isopropyl)carbamoyl]-4-fluorophenyl}-1-methyl-1H-indazol-6-yl)pyrrolidin-1-yl]ethyl}piperidin-4-yl)carbamate FC(CN(C(=O)C1=C(C=CC(=C1)F)C1=C2C=NN(C2=CC(=C1)[C@@H]1CN(CC1)CCN1CCC(CC1)NC(OC(C)(C)C)=O)C)C(C)C)F